O[C@@H]1C[C@@H]([C@H](CC1)N1N=C2C=C(C(=CC2=C1)C(=O)NC=1C=NN2C1N=CC=C2)OC)C |o1:1,3,4| rel-2-((1s,2s,4s)-4-hydroxy-2-methylcyclohexyl)-6-methoxy-N-(pyrazolo[1,5-a]pyrimidin-3-yl)-2H-indazole-5-carboxamide